8-(aminomethyl)-6-methyl-imidazo[1,2-a]pyrazin-2-amine NCC=1C=2N(C=C(N1)C)C=C(N2)N